C(C=C)(=O)N1[C@H](CN(CC1)C1=NC(=NC2=CC(=C(C=C12)F)C1=CN=CC2=CC=CC(=C12)Cl)OC[C@H]1N(CCC1)C)CC#N 2-((S)-1-acryloyl-4-(7-(5-chloroisoquinolin-4-yl)-6-fluoro-2-(((S)-1-methylpyrrolidin-2-yl)methoxy)quinazolin-4-yl)piperazin-2-yl)acetonitrile